[5-methyl-1-[4-(trifluoromethoxy)phenyl]pyrazol-3-yl]cyclobutanol CC1=CC(=NN1C1=CC=C(C=C1)OC(F)(F)F)C1(CCC1)O